[Na].C(CCCCCCCCCCC)(=O)N(CCNCC(=O)O)CCO N-lauroyl-N-hydroxyethyl-N'-carboxymethyl-ethylenediamine sodium